OCC(CNC(O[C@@H]1CC[C@H](CC1)C(N(C[C@@H]1CC[C@H](CC1)C1=NC(=C(C=C1)OC)C)C1=NC=CC(=C1)C=1C=NN(C1)C(C)C)=O)=O)(C)C trans-4-((4-(1-Isopropyl-1H-pyrazol-4-yl)pyridin-2-yl)((trans-4-(5-methoxy-6-methylpyridin-2-yl)cyclohexyl)methyl)carbamoyl)cyclohexyl (3-hydroxy-2,2-dimethylpropyl)carbamate